8-(4-chloro-2-fluorophenyl)-6-[(2S)-2-(1-cyclopropyl-1H-pyrazol-4-yl)morpholin-4-yl]-2,3-dimethyl-3H,4H-pyrimido[5,4-d][1,3]diazin-4-one ClC1=CC(=C(C=C1)C1=NC(=NC2=C1N=C(N(C2=O)C)C)N2C[C@@H](OCC2)C=2C=NN(C2)C2CC2)F